FC=1C=C2C(=NN(C2=CC1N)C)C1=CC(=CC=C1)F 5-fluoro-3-(3-fluorophenyl)-1-methyl-1H-indazol-6-amine